4-(3-chloro-4-benzoylphenylthio)phenylbis(fluorophenyl)sulfonium ClC=1C=C(C=CC1C(C1=CC=CC=C1)=O)SC1=CC=C(C=C1)[S+](C1=C(C=CC=C1)F)C1=C(C=CC=C1)F